FC1=CC=C(C=C1)NC1=CC2=C(C(=CC(O2)=O)C)C=C1 7-((4-fluorophenyl)amino)-4-methyl-2H-benzopyran-2-one